(S)-4-((2-(pyridin-2-yloxy)ethyl)(4-(5,6,7,8-tetrahydro-1,8-naphthyridin-2-yl)butyl)amino)-2-((2-(pyridin-3-yl)quinazolin-4-yl)amino)butanoic acid N1=C(C=CC=C1)OCCN(CC[C@@H](C(=O)O)NC1=NC(=NC2=CC=CC=C12)C=1C=NC=CC1)CCCCC1=NC=2NCCCC2C=C1